(N-[4-Amino-5-(4-nitrobenzoyl)thiazol-2-yl]-4-fluoroanilino)propanamid NC=1N=C(SC1C(C1=CC=C(C=C1)[N+](=O)[O-])=O)N(C1=CC=C(C=C1)F)C(C(=O)N)C